(S)-3-(naphthalen-2-ylamino)pyrrolidine-1-carboxylic acid tert-butyl ester C(C)(C)(C)OC(=O)N1C[C@H](CC1)NC1=CC2=CC=CC=C2C=C1